CN1CCC(CC1)N 1-Methylpiperidin-4-amine